C1(CC1)[C@H](C)NC(O[C@H]1C[C@H](CC1)C1=CC(=NN1)NC(CC1=NOC=C1)=O)=O (1R,3S)-3-{3-[(1,2-oxazol-3-ylacetyl)amino]-1H-pyrazol-5-yl}cyclopentyl [(1S)-1-cyclopropylethyl]-carbamate